4-butoxy-N-(3-(4-(4-fluorobenzyl)piperidin-1-yl)propyl)benzenesulfonamide C(CCC)OC1=CC=C(C=C1)S(=O)(=O)NCCCN1CCC(CC1)CC1=CC=C(C=C1)F